2-(2-ethyl-4-isopropyl-7-oxo-thiazolo[4,5-d]pyridazin-6-yl)-N-pyrimidin-4-yl-acetamide C(C)C=1SC2=C(C(=NN(C2=O)CC(=O)NC2=NC=NC=C2)C(C)C)N1